chloro-7-methyl-quinolin-4-ol ClC1=NC2=CC(=CC=C2C(=C1)O)C